(Z)-acetic acid C(C)(=O)O